N[C@H]1CN(C[C@@H](C1)F)C(=O)C=1C=CC=2N(C1)N=C(C2C)C=2N(C1=CC(=CC=C1C2)C=2C(=C1C=CC(NC1=C(C2)F)=O)C)CC2CC2 6-(2-{6-[(3R,5R)-3-amino-5-fluoropiperidine-1-carbonyl]-3-methylpyrazolo[1,5-a]pyridin-2-yl}-1-(cyclopropylmethyl)-1H-indol-6-yl)-8-fluoro-5-methyl-1,2-dihydroquinolin-2-one